C(C=C)C(CC=C)[NH2+]CCC(=O)NC(CS(=O)(=O)[O-])(C)C 2-(3-(diallylmethylammonio) propanamido)-2-methylpropane-1-sulfonate